(Z)-3-Octadecenyl acetate C(C)(=O)OCC\C=C/CCCCCCCCCCCCCC